2-(3-benzoylphenyl)-2-bromoacetonitrile C(C1=CC=CC=C1)(=O)C=1C=C(C=CC1)C(C#N)Br